CC1(C(C1)C#N)C 2,2-dimethylcyclopropane-1-carbonitrile